(S)-2-Chloro-4-(3-(dimethylamino)-3-(3-(trifluoromethyl)-phenethyl)piperidin-1-yl)-6-fluoro-N-(pyrimidin-4-yl)benzenesulfonamide ClC1=C(C(=CC(=C1)N1C[C@@](CCC1)(CCC1=CC(=CC=C1)C(F)(F)F)N(C)C)F)S(=O)(=O)NC1=NC=NC=C1